2-{[4-bromo-5-methyl-2-(oxolan-2-yl)phenyl]amino}-6-ethyl-5H-pyrrolo[3,4-b]pyridin-7-one BrC1=CC(=C(C=C1C)NC1=CC=C2C(=N1)C(N(C2)CC)=O)C2OCCC2